Cl.ClC1=CC=C(C=C1)C(CC)N1[C@@H](CN[C@H](C1)C)CC (2R,5S)-1-(1-(4-Chlorophenyl)propyl)-2-ethyl-5-methylpiperazine hydrochloride